CC1C(OCC(O1)=O)=O methyl-1,4-dioxane-2,5-dione